FC1=C(C=C(C=C1)C)C1=C(C=NN1C1CC2(CN(C2)C(=O)OC(C)(C)C)C1)C(F)(F)F tert-butyl 6-(5-(2-fluoro-5-methylphenyl)-4-(trifluoromethyl)-1H-pyrazol-1-yl)-2-azaspiro[3.3]heptane-2-carboxylate